C1(CC1)C1=NC=NC(=C1C1=NC=2N(CCN(C2C=N1)C)CC1=CC(=C(C(=C1)F)C=1N(C=C(N1)C(F)(F)F)C)F)OC 2-(4-cyclopropyl-6-methoxypyrimidin-5-yl)-5-methyl-8-(3,5-difluoro-4-(1-methyl-4-(trifluoromethyl)-1H-imidazol-2-yl)benzyl)-7,8-dihydropteridin